3-(1H-indazol-3-yl)-4-(1-piperidyl)-1H-pyrrolo[2,3-b]pyridine N1N=C(C2=CC=CC=C12)C1=CNC2=NC=CC(=C21)N2CCCCC2